2-isobutyl-3,11,15-trioxo-1,4,10-triazacyclopentadecane-5-carboxamide C(C(C)C)C1NC(CCCC(NCCCCC(NC1=O)C(=O)N)=O)=O